cis-3-((cyclopropylsulfonyl)amino)-N-ethyl-2-(((cis-4-phenylcyclohexyl)oxy)methyl)-piperidine-1-carboxamide C1(CC1)S(=O)(=O)N[C@@H]1[C@@H](N(CCC1)C(=O)NCC)CO[C@@H]1CC[C@@H](CC1)C1=CC=CC=C1